O=C1OCCN1C=1N=C2C(=NNS2)N1 2-oxo-1,3-oxazolidinyl-imidazothiadiazole